NC1=NOC=2C1=NC=CC2C2=C(C=1C(NCCC1N2)=O)NC2=C(C(=CC=C2)Cl)OC 2-{3-amino-[1,2]oxazolo[4,5-b]pyridin-7-yl}-3-[(3-chloro-2-methoxyphenyl)amino]-1H,5H,6H,7H-pyrrolo[3,2-c]pyridin-4-one